6-bromo-5,5-dimethyl-5H-silafluorene BrC=1C(C2=C3C=CC=[SiH]C3=CC2=CC1)(C)C